NC=1C=C(C=C(C1)C(F)(F)F)[C@@H](C)NC1=C2C(=C(N=N1)F)C(N(C(=C2)N2CCN(CC2)CC)C)=O (R)-1-((1-(3-amino-5-(trifluoromethyl)phenyl)ethyl)amino)-7-(4-ethylpiperazin-1-yl)-4-fluoro-6-methylpyrido[3,4-d]pyridazin-5(6H)-one